O1CCC(CC1)CCO 2-tetrahydropyran-4-ylethanol